C(#N)C1=C(C=C(CO[C@H](C)CCCCCCCCCCCCCCCCCC)C=C1)OC (R)-2-((4-cyano-3-methoxybenzyl)oxy)eicosane